C(C)C1(NC=CN=C1)CC 2-ethyl-2-ethyl-pyrazin